ClC=1C=C(C=CC1)C(C=1N(C=C(N1)SCC1=CC=C(C=C1)OC)COCC[Si](C)(C)C)C=1C(=NC(=C(C1)F)C)N ((3-chlorophenyl)(4-((4-methoxybenzyl)thio)-1-((2-(trimethylsilyl)ethoxy)methyl)-1H-imidazol-2-yl)methyl)-5-fluoro-6-methylpyridin-2-amine